3-[4-[4-(5-Bromo-6-methoxy-indazol-2-yl)cyclohexyl]-3-methyl-2-oxo-benzimidazol-1-yl]piperidine-2,6-dione BrC1=CC2=CN(N=C2C=C1OC)C1CCC(CC1)C1=CC=CC=2N(C(N(C21)C)=O)C2C(NC(CC2)=O)=O